1-(1H-Pyrrol-2-ylmethyl)piperidine-3-thiol N1C(=CC=C1)CN1CC(CCC1)S